OC=1C(C(=CN2C1C(NCC2)=O)C(=O)N)=O 9-hydroxy-1,8-dioxo-1,3,4,8-tetrahydro-2H-pyrido[1,2-a]pyrazine-7-carboxamide